(1R,5S,6r)-N-(4-(2-((3-amino-6-(2-hydroxyphenyl)pyridazin-4-yl)oxy)ethyl)benzyl)-3-azabicyclo[3.1.0]hexane-6-carboxamide NC=1N=NC(=CC1OCCC1=CC=C(CNC(=O)C2[C@H]3CNC[C@@H]23)C=C1)C1=C(C=CC=C1)O